CC1=NOC(=C1C1=CC=C(N=N1)NC1C[C@@H]2[C@@H](CN(C2)CC2CCOCC2)C1)C (3aR,5s,6aS)-N-[6-(3,5-dimethyl-isoxazol-4-yl)pyridazin-3-yl]-2-(tetrahydro-pyran-4-ylmethyl)-3,3a,4,5,6,6a-hexahydro-1H-cyclopenta[c]pyrrol-5-amine